FC(C=1C2=CN(N=C2C=CC1C1=CC=C(N=N1)NC1C[C@@H]2[C@@H](CN(C2)C([2H])([2H])C2CCOCC2)C1)C([2H])([2H])[2H])F (3aR,5s,6aS)-N-(6-(4-(Difluoromethyl)-2-(methyl-d3)-2H-indazol-5-yl)pyridazin-3-yl)-2-((tetrahydro-2H-pyran-4-yl)methyl-d2)octahydrocyclopenta[c]pyrrol-5-amine